amino (3,4-dihydro-2H-1-benzopyran-2-yl)cyclohexane-1-carboxylate O1C(CCC2=C1C=CC=C2)C2(CCCCC2)C(=O)ON